O=C1NC(CCC1N1C(C2=CC=CC(=C2C1=O)NC1CCC(CC1)=O)=O)=O (2,6-Dioxopiperidin-3-yl)-4-((4-oxocyclohexyl)amino)isoindoline-1,3-dione